methyl 3-(3-(difluoromethoxy)phenyl)-4-oxo-1-(tetrahydro-2H-pyran-4-yl)-4,5,6,7-tetrahydro-1H-indazole-6-carboxylate FC(OC=1C=C(C=CC1)C1=NN(C=2CC(CC(C12)=O)C(=O)OC)C1CCOCC1)F